N(=NC1[C@H](C#N)CCCC1)C1C(C#N)CCCC1 r-azodi(hexahydrobenzonitrile)